[6-(2-phenylethyl)quinazolin-4-yl]-2,7-diazaspiro[3.5]nonane-7-carboxylic acid tert-butyl ester C(C)(C)(C)OC(=O)N1CCC2(CNC2C2=NC=NC3=CC=C(C=C23)CCC2=CC=CC=C2)CC1